CC1=C(C=CC=C1C)N1CCN(CC1)C(CN1N=C(C=2CCCCC12)C(=O)N1C[C@H](OCC1)CO)=O (S)-1-(4-(2,3-Dimethylphenyl)piperazin-1-yl)-2-(3-(2-(hydroxymethyl)morpholin-4-carbonyl)-4,5,6,7-tetrahydro-1H-indazol-1-yl)ethanon